5-(3-(3-Chloro-5-((2,6-difluorobenzyl)oxy)phenyl)-2-oxo-2H-[1,3'-bipyridin]-5-yl)pyrimidine-2,4(1H,3H)-dione ClC=1C=C(C=C(C1)OCC1=C(C=CC=C1F)F)C=1C(N(C=C(C1)C=1C(NC(NC1)=O)=O)C=1C=NC=CC1)=O